methyl-propanetriol triacrylate C(C=C)(=O)OC(C(C)C)(OC(C=C)=O)OC(C=C)=O